tert-butyl ((1R,2R)-2-(allyloxy)-2,3-dihydro-1H-inden-1-yl)carbamate C(C=C)O[C@H]1[C@@H](C2=CC=CC=C2C1)NC(OC(C)(C)C)=O